C1(CC1)CN1N=CC(=C1)CC1=NN(C=C1)C (1-(cyclopropylmethyl-1H-pyrazol-4-yl)methyl)-1-methyl-1H-pyrazole